ClC1=C(N=C(NC1=O)C1=CC(=NC=C1)F)N1CCN(CC1)CC(F)F 5-chloro-4-[4-(2,2-difluoroethyl)piperazin-1-yl]-2-(2-fluoro-4-pyridinyl)-1H-pyrimidin-6-one